N,N-dimethyl-3-azetidinemethanamine dihydrochloride Cl.Cl.CN(CC1CNC1)C